4-methoxy-1-methyl-1H-benzo[d]imidazol-2(3H)-one COC1=CC=CC=2N(C(NC21)=O)C